NC=1C=C2C(=NC1)NN=C2C(=O)NC2=CC=C(C=C2)C(=O)N2CCOCC2 5-amino-N-(4-(morpholine-4-carbonyl)phenyl)-1H-pyrazolo[3,4-b]pyridine-3-carboxamide